OCCOC(N[C@H](C(=O)NC=1C(N(C=CC1)CC=1NC2=CC=C(C=C2C1)F)=O)CC\C=C\C(N1CCCC1)=O)=O 2-Hydroxyethyl-(S,E)-(1-((1-((5-fluoro-1H-indol-2-yl)methyl)-2-oxo-1,2-dihydropyridin-3-yl)amino)-1,7-dioxo-7-(pyrrolidin-1-yl)hept-5-en-2-yl)carbamat